2-(2,8-dimethylquinolin-3-yl)acetic acid CC1=NC2=C(C=CC=C2C=C1CC(=O)O)C